C(C)(=O)[C@H]1CCC2[C@@]1(C[C@@H](C1[C@]3(CCC(N(C3=CCC12)C)=O)C)O)C (4aR,5S,6aS,7S)-7-acetyl-5-hydroxy-1,4a,6a-trimethyl-1,3,4,4a,4b,5,6,6a,7,8,9,9a,9b,10-tetradecahydro-2H-indeno[5,4-f]quinolin-2-one